C(=C)O[Si](O)(O)O vinylsilicic acid